[Na].C(=O)(C1=CC=C(C=C1)C=1C(=O)NC(C1)=O)C1=CC=C(C=C1)C=1C(=O)NC(C1)=O carbonylbis(1,4-phenylene)bismaleimide Sodium